C(C)C=1C=CC=C2C=CC=C(C12)N1CC=2N=C(N=C(C2CC1)NC1CC2=C(N=CS2)CC1)OCC12CCCN2CCC1 N-(7-(8-ethylnaphthalen-1-yl)-2-((tetrahydro-1H-pyrrolizin-7a(5H)-yl)methoxy)-5,6,7,8-tetrahydropyrido[3,4-d]pyrimidin-4-yl)-4,5,6,7-tetrahydrobenzo[d]thiazol-6-amine